NC1=CC=C(C=C1)NS(=O)(=O)C1=CC=C(C=C1)C(F)(F)F N-(4-aminophenyl)-4-trifluoromethylbenzenesulfonamide